NC1=NC=NS1 5-amino-1,2,4-thiadiazole